epoxystyrene C1C(O1)C2=CC=CC=C2